(3S,3aS,6aR)-2-[(2S)-2-(tert-Butoxycarbonylamino)-3,3-dimethyl-butanoyl]-3,3a,4,5,6,6a-hexahydro-1H-cyclopenta[c]pyrrole-3-carboxylic acid C(C)(C)(C)OC(=O)N[C@H](C(=O)N1C[C@H]2[C@@H]([C@H]1C(=O)O)CCC2)C(C)(C)C